1-(4-chloropyridin-2-yl)-3-(piperidin-1-yl)propan-1-ol ClC1=CC(=NC=C1)C(CCN1CCCCC1)O